ClCC=1C(=NC=CC1OC)N 3-(chloromethyl)-4-methoxypyridin-2-amine